N1C=CC=2C1=NC=C(C2)CN2CC1=C(CC2)C(=CS1)C(=O)NC1=CC(=CC=C1)OC(F)(F)F 6-((1H-Pyrrolo[2,3-b]pyridin-5-yl)methyl)-N-(3-(trifluoromethoxy)phenyl)-4,5,6,7-tetrahydrothieno[2,3-c]pyridin-3-carboxamid